3-methyl-2-[7-[(6-methyl-2-pyridyl)-methyl]-5,6-dihydropyrrolo[2,3-c]pyridazin-3-yl]-5-(trifluoromethyl)phenol CC=1C(=C(C=C(C1)C(F)(F)F)O)C1=CC2=C(N=N1)N(CC2)CC2=NC(=CC=C2)C